N=1N(N=C2C1C=CC=C2)C2=CC(=CC(=C2)C)CCCCCCCCCCCC 2-(2H-benzotriazol-2-yl)-6-dodecyl-4-methylbenzene